O=C1N(C(C=C1)=O)CCC(NCCOCCOCCOCCOCCOCCOCCOCCOCCOCCOCCOCCOCCOCCOCCOCCOCCOCCOCCOCCOCCOCCOCCOCCOCCC(=O)[O-])=O 1-(2,5-dioxo-2,5-dihydro-1H-pyrrol-1-yl)-3-oxo-7,10,13,16,19,22,25,28,31,34,37,40,43,46,49,52,55,58,61,64,67,70,73,76-tetracosaoxa-4-azanonaheptacontan-79-oate